(E)-3-(4-cyano-3,5-difluorophenyl)acrylic acid tert-butyl ester C(C)(C)(C)OC(\C=C\C1=CC(=C(C(=C1)F)C#N)F)=O